bis[2,6-difluoro-3-(1H-pyrrole-1-yl)phenyl]titanocene FC1=C(C(=CC=C1N1C=CC=C1)F)[C-]1C=CC=C1.[C-]1(C=CC=C1)C1=C(C(=CC=C1F)N1C=CC=C1)F.[Ti+2]